NC1=C(C=2C(=NC=C(C2S1)F)C=1C2=C(C=3C(=NC(=NC3C1F)N1CC(C1)N(C)C)NCC=1N=NC=CC1)COC2)C#N 2-Amino-4-(3-(3-(dimethylamino)azetidin-1-yl)-5-fluoro-1-((pyridazin-3-ylmethyl)amino)-7,9-dihydrofuro[3,4-f]quinazolin-6-yl)-7-fluorothieno[3,2-c]pyridine-3-carbonitrile